CC[C@H](C)[C@@H]1[C@H](CC(=O)O[C@H]\\2CC(=O)N[C@@H](C(=O)N[C@H](CSSCC/C=C2)C(=O)N1)C)O The molecule is a spiruchostatin with molecular formula C21H33N3O6S2 originally isolated from a Pseudomonas culture broth. It has a role as a bacterial metabolite, an EC 3.5.1.98 (histone deacetylase) inhibitor and an antineoplastic agent. It is a spiruchostatin, an organic heterobicyclic compound, an organic disulfide and a macrocyclic lactone.